4-(trifluoromethyl)nicotinamide FC(C1=CC=NC=C1C(=O)N)(F)F